FC(C=1C(=NC=C(C1)C(F)(F)F)CC(=O)N1[C@@H](CCC1)C1=C(C(=CC=C1)OC)C)(F)F 2-[3,5-Bis(trifluoromethyl)-2-pyridyl]-1-[(2S)-2-(3-methoxy-2-methyl-phenyl)pyrrolidin-1-yl]ethanone